2-(4-chloro-2-methylphenyl)propan-2-amine hydrochloride Cl.ClC1=CC(=C(C=C1)C(C)(C)N)C